FC1=CC=C(C=C1)C1=NOC(=C1COC1=CC=C(C=N1)C=1C=C2N(C(N1)=O)CCN2C)C 7-(6-((3-(4-fluorophenyl)-5-methylisoxazol-4-yl)methoxy)pyridin-3-yl)-1-methyl-2,3-dihydroimidazo[1,2-c]pyrimidin-5(1H)-one